iso-butylmethacrylat C(C(C)C)OC(C(=C)C)=O